2-(thiazol-4-yl)benzimidazole tert-butyl-(((2R,5R)-5-((S)-1-(4-fluorophenyl)-1,2,3,4-tetrahydroisoquinoline-2-carbonyl)tetrahydrofuran-2-yl)methyl)carbamate C(C)(C)(C)N(C(O)=O)C[C@@H]1O[C@H](CC1)C(=O)N1[C@H](C2=CC=CC=C2CC1)C1=CC=C(C=C1)F.S1C=NC(=C1)C=1NC2=C(N1)C=CC=C2